4-[5-(2,6-difluorophenyl)-4-methyl-1,2,4-triazol-3-yl]thieno[2,3-c]pyridin-5-ol FC1=C(C(=CC=C1)F)C=1N(C(=NN1)C1=C2C(=CN=C1O)SC=C2)C